COC(=O)C12CCCCC2C1 bicyclo[4.1.0]Heptane-1-carboxylic acid methyl ester